C(CCCCCC)OCCCCN1C=[N+](C=C1)CCCCOCCCCCCC 1,3-bis(4-heptoxybutyl)imidazolium